α-ethylhydroxystyrene C(C)C(=CO)C1=CC=CC=C1